6-((S)-1-amino-1,3-dihydrospiro[indene-2,4'-piperidine]-1'-yl)-3-((1S,2R)-2-phenylcyclopropyl)-1,5-dihydro-4H-pyrazolo[3,4-d]pyrimidin-4-one N[C@@H]1C2=CC=CC=C2CC12CCN(CC2)C=2NC(C1=C(N2)NN=C1[C@@H]1[C@@H](C1)C1=CC=CC=C1)=O